FC=1C=CC(=NC1)C=1C=NC=2N(C1)C=C(N2)COC2=CC=CC=C2 6-(5-fluoro-2-pyridyl)-2-phenoxymethylimidazo[1,2-a]pyrimidine